C(C)OCCOCCOC diethylene glycol methyl (ethyl) ether